(2S,3R)-3-acetoxy-1-oxo-1-(pyrrolidin-1-yl)butan C(C)(=O)O[C@@H](CC(N1CCCC1)=O)C